C(C)C1=CC(=NN1)NC1=NC(=NC2=CC=C(C=C12)OC)N1CCCCC1 N-(5-ethyl-1H-pyrazol-3-yl)-6-methoxy-2-(piperidin-1-yl)quinazolin-4-amine